C(C)C1S(CC(C1(C(=O)[O-])N1C2=NC(=NC(=C2N=C1)Cl)Cl)CC(=O)OCC)(=O)=O (Rac)-ethyl-3-(2,6-dichloro-9H-purin-9-yl)-4-(2-ethoxy-2-oxoethyl)tetrahydrothiophene-3-carboxylate 1,1-dioxide